S1C(=C(C=C1)C(=O)[O-])C(=O)ONC(NC1=C(C=C(C(=C1)C(=O)N1C=CC2=CC=CC=C12)OC)F)=O ({{2-fluoro-5-[(indol-1-yl) carbonyl]-4-methoxyphenyl} carbamoyl} amino) thiophene-2,3-dicarboxylate